CC1(OCC[C@@H](C1)C=1C=C2C=C(NC2=CC1)CO)C (S)-(5-(2,2-dimethyltetrahydro-2H-pyran-4-yl)-1H-indol-2-yl)methanol